ClC(C(=O)[O-])Cl.[Na+].FC1=CC=C(O1)C(=O)NC1=CC(=C(C=C1)F)N1N=C2N=CC(=CC2=C1)C1=NC=CC=C1 5-fluoro-N-{4-fluoro-3-[5-(pyridin-2-yl)-2H-pyrazolo[3,4-b]pyridin-2-yl]phenyl}furan-2-carboxamide sodium di-chloroacetate